BrC1=C(C#N)C(=CC(=C1)Br)Br 2,4,6-tribromobenzonitrile